Benzyl 4-(((8R,9S,13S,14S)-13-methyl-17-oxo-7,8,9,11,12,13,14,15,16,17-decahydro-6H-cyclopenta[a]phenanthren-3-yl) oxy)-3-(piperidin-1-yl)butanoate C[C@@]12C(CC[C@H]1[C@@H]1CCC=3C=C(C=CC3[C@H]1CC2)OCC(CC(=O)OCC2=CC=CC=C2)N2CCCCC2)=O